C1(=CC=CC=C1)NS(=O)(=O)CCCN1CCCCC1 N-phenyl-3-(piperidin-1-yl)propane-1-sulfonamide